C(C=1C(C(=O)OC(C)(C)CC)=CC=CC1)(=O)OC(C)(C)CC Di-tert-amyl phthalate